C(N)(=O)C=1C=C(C=CC1)NC(=O)[C@H]1O[C@]([C@@H]([C@H]1C1=C(C(=C(C=C1)F)F)OC(F)F)C)(C(F)(F)F)C (2S,3S,4R,5R)-N-(3-carbamoylphenyl)-3-[2-(difluoromethoxy)-3,4-difluoro-phenyl]-4,5-dimethyl-5-(trifluoromethyl)tetrahydrofuran-2-carboxamide